C(C1=CC=CC=C1)C1N=C(OC1)C1=NC2=C(C=CC=C2C=C1)C(C)=NC1=C(C=CC=C1C)C 1-(2-(4-benzyl-4,5-dihydro-oxazol-2-yl)quinolin-8-yl)-N-(2,6-dimethylphenyl)ethane-1-imine